NC1=NC=CC(=N1)SC1=NNC2=NC(=NC(=C21)C#N)N2CCC1(CC2)[C@@H](C=2C(=NC=CC2)C1)N[S@](=O)C(C)(C)C (R)-N-((S)-1'-(3-((2-aminopyrimidin-4-yl)thio)-4-cyano-1H-pyrazolo[3,4-d]pyrimidin-6-yl)-5,7-dihydrospiro[cyclopenta[b]pyridin-6,4'-piperidin]-5-yl)-2-methylpropan-2-sulfinamide